FC(OC=1C=C2C(=NC1)SC(=N2)N)F 6-(difluoromethoxy)thiazolo[5,4-b]pyridine-2-amine